2-(3-chlorophenyl)-1-(3-fluorophenyl)-2-methylpropyl (3-cyclohexyl-1-((4-(cyclopropylamino)-3,4-dioxo-1-(2-oxopyrrolidin-3-yl)butan-2-yl)amino)-1-oxopropan-2-yl)carbamate C1(CCCCC1)CC(C(=O)NC(CC1C(NCC1)=O)C(C(=O)NC1CC1)=O)NC(OC(C(C)(C)C1=CC(=CC=C1)Cl)C1=CC(=CC=C1)F)=O